ClC(C(N)Cl)N Dichloroethane-1,2-diamine